ClC1=CC=C(C=C1)[C@H](CC(=O)OCC)N1[C@@](C2=C(C=C(C=C2C1=O)[C@](CC)(C1CCOCC1)O)F)(OC)C1=CC=C(C=C1)Cl Ethyl (S)-3-(4-chlorophenyl)-3-((R)-1-(4-chlorophenyl)-7-fluoro-5-((S)-1-hydroxy-1-(tetrahydro-2H-pyran-4-yl)propyl)-1-methoxy-3-oxoisoindolin-2-yl)propanoate